5-phenyl-isoxazol-3-amine C1(=CC=CC=C1)C1=CC(=NO1)N